(R)-2-((((9H-fluoren-9-yl)methoxy)carbonyl)amino)-3-(1-(tert-butoxycarbonyl)-1H-pyrrolo[3,2-c]pyridin-3-yl)propanoic acid C1=CC=CC=2C3=CC=CC=C3C(C12)COC(=O)N[C@@H](C(=O)O)CC1=CN(C2=C1C=NC=C2)C(=O)OC(C)(C)C